n-amyl acrylate C(C=C)(=O)OCCCCC